(1S,2R,5R)-3-azabicyclo[3.1.0]hexane-2,3-dicarboxylic acid 2-benzyl 3-tert-butyl ester C(C)(C)(C)OC(=O)N1[C@H]([C@H]2C[C@H]2C1)C(=O)OCC1=CC=CC=C1